2,4-diethyl-oct-2-enal C(C)C(C=O)=CC(CCCC)CC